propane-1,3-diyldioleate C(CCCCCCCCCC\C=C/CCCCCCCC(=O)[O-])CCCCCCCC\C=C/CCCCCCCC(=O)[O-]